3-((S)-6-(methoxycarbonyl)-3-((trans)-4-methoxycyclohexyl)-7-methyl-6,7,8,9-tetrahydro-3H-imidazo[4,5-f]quinolin-2-yl)-2-(m-tolyl)propanoic acid COC(=O)N1[C@H](CCC2=C3C(=CC=C12)N(C(=N3)CC(C(=O)O)C=3C=C(C=CC3)C)[C@@H]3CC[C@H](CC3)OC)C